4-(2,4-difluorobenzyl)-1H-pyrazole-1-carboxamide hydrochloride Cl.FC1=C(CC=2C=NN(C2)C(=O)N)C=CC(=C1)F